1-((R)-2-(3-((2-((3S,4R)-3-fluoro-4-methoxypiperidin-1-yl)pyrimidin-4-yl)amino)-8-(3-((methylsulfonyl)methyl)azetidin-1-yl)isoquinolin-5-yl)azetidin-1-yl)but-2-yn-1-one F[C@H]1CN(CC[C@H]1OC)C1=NC=CC(=N1)NC=1N=CC2=C(C=CC(=C2C1)[C@@H]1N(CC1)C(C#CC)=O)N1CC(C1)CS(=O)(=O)C